C(C)(C)OC1=NC=2N(C=C1C(=O)NC=1C=NN3C1N=CC(=C3)C)C=C(N2)[C@]23CO[C@](CC2)(C3)C 7-isopropoxy-2-((1R,4S)-1-methyl-2-oxabicyclo[2.2.1]heptan-4-yl)-N-(6-methylpyrazolo[1,5-a]pyrimidin-3-yl)imidazo[1,2-a]pyrimidine-6-carboxamide